CC1(OB(OC1(C)C)C=1C=NN(C1)[C@H](C)C1=CC(=CC=C1)C(F)(F)F)C (R,S)-4,4,5,5-tetramethyl-2-(1-{1-[m-(trifluoromethyl)phenyl]ethyl}-1H-pyrazol-4-yl)-1,3,2-dioxaborolane